ClC1=CC=C(NC2=NN=C(C3=CC=CC=C23)CC2=CC=NC=C2)C=C1 1-(4-chloroanilino)-4-(4-picolyl)phthalazine